butylpiperidinium bis(trifluoromethylsulfonyl)imide [N-](S(=O)(=O)C(F)(F)F)S(=O)(=O)C(F)(F)F.C(CCC)[NH+]1CCCCC1